CC1=CC=C(C=C1)S(=O)(=O)OCCCOCCOCC1=CC=CC=C1 3-(2-benzyloxyethoxy)propyl 4-methylbenzenesulfonate